4,4'-dihydroxybiphenyl diacrylate C(C=C)(=O)O.C(C=C)(=O)O.OC1=CC=C(C=C1)C1=CC=C(C=C1)O